tert-butyl 4-(4-(3-cyano-4-hydroxypyrazolo[1,5-a]pyridin-6-yl)-1H-pyrazol-1-yl)piperidine-1-carboxylate C(#N)C=1C=NN2C1C(=CC(=C2)C=2C=NN(C2)C2CCN(CC2)C(=O)OC(C)(C)C)O